C(C)(C)(C)OC(=O)N[C@@H]1CC(CN(C1)C1=NC=2N(C=C1)N=CC2C(=O)OCC)(F)F ethyl 5-[(5R)-5-(tert-butoxycarbonylamino)-3,3-difluoro-1-piperidyl]pyrazolo[1,5-a]pyrimidine-3-carboxylate